COC1CC(C2=CC=CC=C2C1C1=CC(=C(C=C1)Cl)Cl)=NN 3-methoxy-9-{4-(3,4-dichlorophenyl)-1-tetralone} hydrazone